CC1=NN(C(=C1)NC(N)=O)C1=CC=CC=C1 3-(3-METHYL-1-PHENYL-1H-PYRAZOL-5-YL)UREA